5-(3-(5-(2,2-difluorocyclopropyl)-1-ethyl-1H-pyrazol-3-yl)-2-fluoro-6-hydroxyphenyl)-1,2,5-thiadiazolidin-3-one 1,1-dioxide FC1(C(C1)C1=CC(=NN1CC)C=1C(=C(C(=CC1)O)N1CC(NS1(=O)=O)=O)F)F